ClC1=C(C(=CC=C1)F)NC(C1=C(C=C(C(=C1)F)C1=NC(=C(N=C1)CO)C)O[C@H](C(F)(F)F)C)=O (S)-N-(2-Chloro-6-fluorophenyl)-5-fluoro-4-(5-(hydroxymethyl)-6-methylpyrazin-2-yl)-2-((1,1,1-trifluoropropan-2-yl)oxy)benzamide